CC1=C(CNC=2C=3N(C=C(C2)NC(CNC(OC(C)(C)C)=O)=O)C(=C(N3)C)C)C(=CC=C1)C Tert-butyl (2-((8-((2,6-dimethylbenzyl)amino)-2,3-dimethylimidazo[1,2-a]pyridin-6-yl)amino)-2-oxoethyl)carbamate